L-arginine trifluoroacetate salt FC(C(=O)O)(F)F.N[C@@H](CCCNC(N)=N)C(=O)O